NC=1C(=C(C(=O)O)C=C(C1)N)CCCCCOC1=CC=C(C=C1)\C=C\C(C1=CC=C(C=C1)C1=CC=C(C=C1)CCCCC)=O 3,5-Diamino-2-[5-[4-[(E)-3-oxo-3-[4-(4-pentylphenyl)phenyl]prop-1-enyl]phenoxy]pentyl]benzoic acid